7-(4-fluoro-3-methoxyphenyl)pyrazolo[1,5-a]Pyrimidine-2-carboxylic acid methyl ester COC(=O)C1=NN2C(N=CC=C2C2=CC(=C(C=C2)F)OC)=C1